bis(3-phenylpropyl)-silane C1(=CC=CC=C1)CCC[SiH2]CCCC1=CC=CC=C1